CN1C(C2=CC(=CC=C2C=C1)C=1C=CC2=C(NC(=N2)CNC(=O)C2=CN(C=C2)C2(COC2)C)C1)=O N-((6-(2-methyl-1-oxo-1,2-dihydroisoquinolin-7-yl)-1H-benzo[d]imidazol-2-yl)methyl)-1-(3-methyloxetan-3-yl)-1H-pyrrole-3-carboxamide